[(4-Amino-5-benzoylthiazol-2-yl)-[6-(difluoromethyl)-3-pyridyl]amino]propanamid NC=1N=C(SC1C(C1=CC=CC=C1)=O)N(C=1C=NC(=CC1)C(F)F)C(C(=O)N)C